CC1=CC=C(C=C1)S(=O)(=O)N[C@@H](C)C(=O)C(C)(C)O N-(p-toluenesulfonyl)-L-alanyl-isopropanol